2-(6-bromopyridin-2-yl)acetic acid ethyl ester C(C)OC(CC1=NC(=CC=C1)Br)=O